FC(C(=O)O)(F)F.C(C)OC=1C=2N(C=C(N1)C(=O)N)C=C(N2)C2CCOCC2 8-ethoxy-2-tetrahydropyran-4-ylimidazo[1,2-a]pyrazine-6-carboxamide trifluoroacetate